CC(CCO)CCCCC 3-methyloctan-1-ol